CC1(CC2=C(C(N1)=O)C(=C(N2)C2=CC(=NC=C2)NC(CC2=CC=C(C=C2)F)=O)C2=CC=C(C=C2)C)C N-{4-[6,6-dimethyl-3-(4-methylphenyl)-4-oxo-4,5,6,7-tetrahydro-1H-pyrrolo[3,2-c]pyridin-2-yl]pyridin-2-yl}-2-(4-fluorophenyl)acetamide